2,6,8-trimethyl-6,8-dihydro-7H-pyrrolo[2,3-g]quinazolin-7-one CC1=NC2=CC3=C(C=C2C=N1)N(C(C3C)=O)C